4-Chloro-5-[4-[4-fluoro-2-(trifluoromethyl)phenoxy]-5,6,7,8-tetrahydro-1,7-naphthyridin-7-yl]-2,3-dihydropyridazin-3-one ClC=1C(NN=CC1N1CCC=2C(=CC=NC2C1)OC1=C(C=C(C=C1)F)C(F)(F)F)=O